N[C@@H](COC)C(N([C@H](CC(NC[C@@H](N(C([C@@H](CC(=O)OC(C1=C(C=CC=C1)Cl)(C1=CC=CC=C1)C1=CC=CC=C1)CC1=CC=CC=C1)=O)C)CCCCNS(=O)(=O)C1=C(C=CC=C1)[N+](=O)[O-])=O)CC1=CC=C(C=C1)Cl)C)=O (2-Chlorotrityl) (4S,7S,12S,15R)-4-amino-15-benzyl-7-(4-chlorobenzyl)-6,13-dimethyl-12-(4-((2-nitrophenyl)sulfonamido)butyl)-5,9,14-trioxo-2-oxa-6,10,13-triazaheptadecan-17-oate